C1=CC=CC=2C3=CC=CC(=C3NC12)OS(=O)(=O)C(F)(F)F carbazole-8-yl-trifluoromethane-sulfonate